NC(=CC(C(F)(F)F)=O)CO 4-Amino-1,1,1-trifluoro-5-hydroxy-pent-3-en-2-on